[Cl-].CC=CC(=O)NCCC[N+](C)(C)C 3-(methylacrylamido)-propyltrimethylammonium chloride